ClC=1C(=C(C(=CC1)F)B(O)O)F 3-CHLORO-2,6-DIFLUOROPHENYLBORONIC ACID